NC(CN1CC2=CC(=CC=C2[C@H](C1)C)C(=O)NC=1C=NC=C(C1)N1CCC1)=O (4R)-2-(2-amino-2-oxo-ethyl)-N-[5-(azetidin-1-yl)-3-pyridyl]-4-methyl-3,4-dihydro-1H-isoquinoline-7-carboxamide